IC(=O)CCC Iodooxapentene